ClC1=NC=CC(=N1)N1[C@@H](CCC1)C(=O)N (S)-1-(2-chloropyrimidin-4-yl)pyrrolidine-2-carboxamide